C/C(=C\CO)CCC[C@H](C)CCC[C@H](C)CCCC(C)C Trans-Phytol